ClC1=CC(=CC2=C1N=C1N2[C@H]2CC[C@@H]1C2)C (1S,4R)-6-chloro-8-methyl-1,2,3,4-tetrahydro-1,4-methylenebenzo[4,5]imidazo[1,2-a]pyridine